diphenyl-iodonium tetrakis(pentafluorophenyl)borate diisobutyl-2,3-bis(1-trifluoromethylethyl)succinate C(C(C)C)OC(C(C(C(=O)OCC(C)C)C(C)C(F)(F)F)C(C)C(F)(F)F)=O.FC1=C(C(=C(C(=C1[B-](C1=C(C(=C(C(=C1F)F)F)F)F)(C1=C(C(=C(C(=C1F)F)F)F)F)C1=C(C(=C(C(=C1F)F)F)F)F)F)F)F)F.C1(=CC=CC=C1)[I+]C1=CC=CC=C1